methyl-3-[131I]Iodobenzoate COC(C1=CC(=CC=C1)[131I])=O